spiro[pyrrolidine-4,1'-tetralin]-2-one C12(CCCC3=CC=CC=C13)CC(NC2)=O